4-piperidone formate salt C(=O)O.N1CCC(CC1)=O